COC(CCC(=O)C=1OC=C(C1)C1=CN(C2=CC=C(C=C12)C#N)C(=O)OC(C)(C)C)=O 4-(4-(5-cyano-1-Boc-1H-indol-3-yl)furan-2-yl)-4-oxobutanoic acid methyl ester